N1(CCC1)C1CC(C1)N1N=CC(=C1)C1=NC2=C(C(=CC=C2N=C1)OC=1C=CC2=C(N(C=N2)COCC[Si](C)(C)C)C1)Cl 2-(1-(3-(Azetidin-1-yl)cyclobutyl)-1H-pyrazol-4-yl)-8-chloro-7-((1-((2-(trimethylsilyl)ethoxy)methyl)-1H-benzo[d]imidazol-6-yl)oxy)quinoxaline